3-((benzyloxy)methyl)-4-ethyl-1-(7-fluoro-4-isopropyl-2-(5-methyl-3-(trifluoromethyl)-1H-pyrazol-4-yl)quinolin-6-yl)-1H-1,2,4-triazol-5(4H)-one C(C1=CC=CC=C1)OCC1=NN(C(N1CC)=O)C=1C=C2C(=CC(=NC2=CC1F)C=1C(=NNC1C)C(F)(F)F)C(C)C